ClC=1C(N(C(=CC1OC([2H])([2H])C1=C(C=C(C=C1)F)F)C)C1=CC(=NC=C1C)N1N=C(C(=C1)F)C(C)(C)NC(C)=O)=C=O (S)-N-(2-(1-(3-chloro-4-((2,4-difluorophenyl)methoxy-d2)-5',6-dimethyl-2-carbonyl-2H-[1,4'-bipyridyl]-2'-yl)-4-fluoro-1H-pyrazol-3-yl)propan-2-yl)acetamide